COC(C1=C(C=CC(=C1)N)N1[C@@H](CN(CC1)C(C1=C(C=C(C=C1)C(F)(F)F)Cl)=O)CC)=O 5-amino-2-[(2R)-4-[2-chloro-4-(trifluoromethyl)benzoyl]-2-ethylpiperazin-1-yl]benzoic acid methyl ester